N1=CC=CC2=CC(=CC=C12)C(C)N1C=NC=2C1=NC(=CN2)C=2C(=NC=CC2)N 3-(1-(1-(quinolin-6-yl)ethyl)-1H-imidazo[4,5-b]pyrazin-6-yl)pyridin-2-amine